tert-butyl 3-(2,3-dichloro-6-fluorophenyl)-3-(3-methyl-4-oxo-6-quinazolinylamino)-1-pyrrolidinecarboxylate ClC1=C(C(=CC=C1Cl)F)C1(CN(CC1)C(=O)OC(C)(C)C)NC=1C=C2C(N(C=NC2=CC1)C)=O